2-methyl-6-{2-[methyl(piperidin-4-yl)amino][1,3]thiazolo[4,5-c]pyridin-6-yl}imidazo[1,2-a]pyridine-8-carbonitrile hydrochloride Cl.CC=1N=C2N(C=C(C=C2C#N)C2=CC3=C(C=N2)N=C(S3)N(C3CCNCC3)C)C1